CS(=O)(=NC1=NC(=NC(=C1)N1[C@@H](COCC1)C)C1=C2C(=NC=C1)NC=C2)C (R)-dimethyl((6-(3-methylmorpholino)-2-(1H-pyrrolo[2,3-b]pyridin-4-yl)pyrimidin-4-yl)imino)-λ6-sulfanone